(2R,3S,4S,5R,6S)-2-(acetoxymethyl)-6-(2-formyl-5-iodophenoxy)tetrahydro-2H-pyran-3,4,5-triyl triacetate C(C)(=O)O[C@H]1[C@H](O[C@H]([C@@H]([C@H]1OC(C)=O)OC(C)=O)OC1=C(C=CC(=C1)I)C=O)COC(C)=O